5-[1-(4-amino-5-nitro-2-pyridyl)-3-(trifluoromethyl)pyrazol-4-yl]-N-[3-chloro-4-[4-(piperidine-4-carbonyl)piperazine-1-carbonyl]phenyl]-1-methyl-imidazole-2-carboxamide NC1=CC(=NC=C1[N+](=O)[O-])N1N=C(C(=C1)C1=CN=C(N1C)C(=O)NC1=CC(=C(C=C1)C(=O)N1CCN(CC1)C(=O)C1CCNCC1)Cl)C(F)(F)F